OC(C(=O)N1CCC2(CN(C(N2CC2=CC(=CC=C2)OC)=O)C2=NC(=C(C=C2)C=2C=NNC2)OC)CC1)C 8-(2-hydroxypropionyl)-3-(6-methoxy-5-(1H-pyrazol-4-yl)pyridin-2-yl)-1-(3-methoxybenzyl)-1,3,8-triazaspiro[4.5]decan-2-one